P(O)(O)(O)=S.NC(=O)N urea phosphorothioate